BrC=1C=C2CN(C(C2=CC1)=O)C1C(N(C(CC1)=O)COCC[Si](C)(C)C)=O 3-(5-bromo-1-oxo-isoindolin-2-yl)-1-(2-trimethylsilylethoxymethyl)piperidine-2,6-dione